7-chloro-1-(2-(phenylthio)ethyl)-3-(((pyridin-2-ylmethyl)amino)methyl)quinolin ClC1=CC=C2C=C(CN(C2=C1)CCSC1=CC=CC=C1)CNCC1=NC=CC=C1